CC1=NC(=NC=C1)OC1=CC=C(C=C1)C1CN(C1)C(=O)N1C[C@@H]2[C@@H](OCC(N2)=O)CC1 (4aR,8aS)-6-[3-[4-(4-methylpyrimidin-2-yl)oxyphenyl]azetidine-1-carbonyl]-4,4a,5,7,8,8a-hexahydropyrido[4,3-b][1,4]oxazin-3-one